5-(2,3-dichloro-4-(1,1,1,3,3,3-hexafluoro-2-hydroxypropan-2-yl)phenyl)-2-(5-(2-hydroxypropan-2-yl)-4-(4-methoxybenzyl)-4H-1,2,4-triazol-3-yl)thiazole-4-carboxylic acid ClC1=C(C=CC(=C1Cl)C(C(F)(F)F)(C(F)(F)F)O)C1=C(N=C(S1)C1=NN=C(N1CC1=CC=C(C=C1)OC)C(C)(C)O)C(=O)O